BrC=1C(=NC(=NC1)NC=1C(=NN(C1)C1CCN(CC1)C)C)NCCCNC(=O)C1CN(C1)C N-(3-((5-bromo-2-((3-methyl-1-(1-methylpiperidin-4-yl)-1H-pyrazol-4-yl)amino)pyrimidin-4-yl)amino)propyl)-1-methylazetidine-3-carboxamide